2,6-dichloropyridine methyl-4-amino-5-methoxy-2-oxo-1-phenyl-1,2-dihydroquinoline-3-carboxylate COC(=O)C=1C(N(C2=CC=CC(=C2C1N)OC)C1=CC=CC=C1)=O.ClC1=NC(=CC=C1)Cl